cyanomethyl O-benzyl-N-(pent-4-enoyl)-L-serinate C(C1=CC=CC=C1)OC[C@H](NC(CCC=C)=O)C(=O)OCC#N